2-[3-cyclopropyl-5-(trifluoromethyl)pyrazol-1-yl]-1-[(2R,3R)-2-(2-chloro-3-methyl-phenyl)-3-[(3R)-3-methylmorpholin-4-yl]pyrrolidine-1-yl]ethanone C1(CC1)C1=NN(C(=C1)C(F)(F)F)CC(=O)N1[C@@H]([C@@H](CC1)N1[C@@H](COCC1)C)C1=C(C(=CC=C1)C)Cl